benzophenone dimethyl-hexenoate CC(=C(C(=O)O)C)CCC.C(C1=CC=CC=C1)(=O)C1=CC=CC=C1